N-(3-chloro-5-(ethylsulfonamido)phenyl)-4-(3,5-difluoropyridin-2-yl)-5-methylthiophene-2-carboxamide ClC=1C=C(C=C(C1)NS(=O)(=O)CC)NC(=O)C=1SC(=C(C1)C1=NC=C(C=C1F)F)C